(3R)-1-(7-chloro-8-fluoro-5-methoxy-2-(methylsulfanyl)-3,4-dihydropyrido[4,3-d]pyrimidin-4-yl)-3-methylpiperidin-3-ol ClC1=C(C=2N=C(NC(C2C(=N1)OC)N1C[C@@](CCC1)(O)C)SC)F